5-(((6-methylpyrimidin-4-yl)oxy)methyl)-2-oxabicyclo[3.1.1]heptan CC1=CC(=NC=N1)OCC12CCOC(C1)C2